CC1=CC=C(C=C1)CC(=O)NC=1[Se]C(=CN1)C(=O)NC1=C(C=CC=C1)C 2-(4-Methylphenylacetylamino)-N-(2-methylphenyl)-1,3-selenazol-5-carboxamide